C(C)OC(=O)NC1=CC2=C(C3=C(S2)C=C(C=C3)S(=O)(=O)N[C@@H](C(=O)O)C(C)C)C=C1 (R)-2-(7-(ethoxycarbonylamino)dibenzo[b,d]thiophene-3-sulfonamido)-3-methyl-butanoic acid